O=C1NC(CCC1N1C(N(C2=C1C=CC=C2CN2CCC(CC2)CN(C(OC(C)(C)C)=O)C)C)=O)=O tert-butyl N-[(1-[[1-(2,6-dioxopiperidin-3-yl)-3-methyl-2-oxo-1,3-benzodiazol-4-yl] methyl] piperidin-4-yl) methyl]-N-methylcarbamate